2-(2-phenoxypyridin-4-yl)ethan-1-amine O(C1=CC=CC=C1)C1=NC=CC(=C1)CCN